N-(3-(2-((4-(4-ethylpiperazin-1-yl)phenyl)amino)-7-methyl-8-oxo-7,8-dihydropyrido[3,4-d]pyrimidin-6-yl)-4-methylphenyl)-3-(trifluoromethyl)benzamide C(C)N1CCN(CC1)C1=CC=C(C=C1)NC=1N=CC2=C(N1)C(N(C(=C2)C=2C=C(C=CC2C)NC(C2=CC(=CC=C2)C(F)(F)F)=O)C)=O